2-(5-(((1S,3S,4S,5R)-4-fluoro-1,8-dimethyl-8-azabicyclo[3.2.1]octan-3-yl)oxy)-1,3,4-thiadiazol-2-yl)-5-(1H-imidazol-1-yl)phenol F[C@@H]1[C@H](C[C@@]2(CC[C@H]1N2C)C)OC2=NN=C(S2)C2=C(C=C(C=C2)N2C=NC=C2)O